C(C)(C)C1=C(C=C(/C=C/C2=CN=CN2C)C=C1)OC (E)-5-(4-isopropyl-3-methoxystyryl)-1-methyl-1H-imidazole